3-(2-benzyl-1,2,3,4-tetrahydroisoquinolin-5-yl)-3-(4-nitrophenyl)phenylpropionic acid C(C1=CC=CC=C1)N1CC2=CC=CC(=C2CC1)C1(CC(=CC=C1)C(C(=O)O)C)C1=CC=C(C=C1)[N+](=O)[O-]